2-fluoro-5-(6-((4-(1-methyl-4-(trifluoromethyl)-1H-imidazol-2-yl)benzyl)amino)-9-(tetrahydro-2H-pyran-2-yl)-9H-purin-2-yl)benzonitrile FC1=C(C#N)C=C(C=C1)C1=NC(=C2N=CN(C2=N1)C1OCCCC1)NCC1=CC=C(C=C1)C=1N(C=C(N1)C(F)(F)F)C